(1r,4r)-4-((5-(8-fluoroimidazo[1,2-a]pyridin-6-yl)-4-methoxy-7H-pyrrolo[2,3-d]pyrimidin-2-yl)amino)-1-methylcyclohexan-1-ol FC=1C=2N(C=C(C1)C1=CNC=3N=C(N=C(C31)OC)NC3CCC(CC3)(O)C)C=CN2